2-propyl-1,3-dioxane-5,5-dicarboxylic acid potassium salt [K+].C(CC)C1OCC(CO1)(C(=O)[O-])C(=O)[O-].[K+]